3-{4-[(6,7-dimethoxy-4-quinolinyl)oxy]phenyl}-1-[5-(trifluoromethyl)-3-pyridinyl]-2,4-imidazolidinedione COC=1C=C2C(=CC=NC2=CC1OC)OC1=CC=C(C=C1)N1C(N(CC1=O)C=1C=NC=C(C1)C(F)(F)F)=O